sodium borate di-fluoroborate B([O-])(F)F.B(O)(O)O.[Na+]